C(C)(C)(C)OC(=O)N1C(C(N(C2=C(C=CC=C12)C)S(=O)(=O)C1=C(C=C(C=C1)C=1C=NN(C1)C)C)C)C 2,3,5-Trimethyl-4-[2-methyl-4-(1-methylpyrazol-4-yl)phenyl]sulfonyl-2,3-dihydroquinoxaline-1-carboxylic acid tert-butyl ester